N-(2-methylpropenyl)methyl-pyridinium CC(=C[N+]1=C(C=CC=C1)C)C